Methyl 3-chloro-6-(3-chloro-4-(trifluoromethyl) phenyl)-5-fluoropicolinate ClC=1C(=NC(=C(C1)F)C1=CC(=C(C=C1)C(F)(F)F)Cl)C(=O)OC